diethyl-1,1,1-trifluoro-λ4-sulfanamine C(C)N(S(F)(F)F)CC